2-hydroxy-2-methylpropyl (trans-4-((4-(4-chloro-1H-pyrazol-3-yl)-5-cyanopyrimidin-2-yl)amino)cyclohexyl)(5-(2-methoxypyrimidin-5-yl)pyridin-2-yl)carbamate ClC=1C(=NNC1)C1=NC(=NC=C1C#N)N[C@@H]1CC[C@H](CC1)N(C(OCC(C)(C)O)=O)C1=NC=C(C=C1)C=1C=NC(=NC1)OC